(2S,4R)-1-(2-(3-acetyl-5-(2-methylpyrazolo[1,5-a]pyrimidin-6-yl)-1H-indazol-1-yl)acetyl)-4-fluoro-N-(6-isopropylpyridin-2-yl)pyrrolidine-2-carboxamide C(C)(=O)C1=NN(C2=CC=C(C=C12)C=1C=NC=2N(C1)N=C(C2)C)CC(=O)N2[C@@H](C[C@H](C2)F)C(=O)NC2=NC(=CC=C2)C(C)C